4-(quinolin-2-yl)piperazine-1-carboxylate N1=C(C=CC2=CC=CC=C12)N1CCN(CC1)C(=O)[O-]